FC1(CCS(C2=C1C=CC=C2NC(=O)C=2C=NC(=NC2)C(F)(F)F)(=O)=O)F N-(4,4-difluoro-1,1-dioxo-3,4-dihydro-2H-1λ6-benzothiopyran-8-yl)-2-(trifluoromethyl)pyrimidine-5-carboxamide